P(OC)(OC1=CC(=NC2=C(N=CC=C12)C1=CC=NN1C1OCCCC1)N1[C@@H](COCC1)C)[O-] methyl {2-[(3R)-3-methylmorpholin-4-yl]-8-[1-(tetrahydro-2H-pyran-2-yl)-1H-pyrazol-5-yl]-1,7-naphthyridin-4-yl} phosphite